tert-butyl-4-(4-(6-amino-5-(3-methoxyphenylcarbamoyl)pyridin-3-yl)-1H-pyrazol-1-yl)piperidine-1-carboxylic acid C(C)(C)(C)C1N(CCC(C1)N1N=CC(=C1)C=1C=NC(=C(C1)C(NC1=CC(=CC=C1)OC)=O)N)C(=O)O